ethyl 1-(6-hexyl-4-phenylquinolin-2-yl)-5-oxopyrrolidine-3-carboxylate C(CCCCC)C=1C=C2C(=CC(=NC2=CC1)N1CC(CC1=O)C(=O)OCC)C1=CC=CC=C1